Ethyl (2S)-2-(tert-butoxycarbonylamino)-4-(1-methyl-5-nitro-benzimidazol-2-yl)butanoate C(C)(C)(C)OC(=O)N[C@H](C(=O)OCC)CCC1=NC2=C(N1C)C=CC(=C2)[N+](=O)[O-]